CC1C2(C(C1(C2C)C(=O)O)Cl)C(=O)O dimethyl-2-chlorobicyclo[1.1.1]pentane-1,3-dicarboxylic acid